NCC(=O)C(C(=O)[O-])C(=O)[O-] glycyl-malonate